1-(2-((benzo[d][1,3]dioxol-5-ylmethyl)amino)-1H-benzo[d]imidazol-1-yl)butan-1-one Octyl-acrylate C(CCCCCCC)OC(C=C)=O.O1COC2=C1C=CC(=C2)CNC2=NC1=C(N2C(CCC)=O)C=CC=C1